dodeca-7,9,11-trien-6-one CCCCCC(C=CC=CC=C)=O